isopropyl (4-(3-chloro-4-(2-chloro-3-(6-methoxy-5-(((((R)-5-oxopyrrolidin-2-yl)methyl)amino)methyl)pyridin-2-yl)phenyl)pyridin-2-yl)-2-methoxybenzyl)-L-prolinate ClC=1C(=NC=CC1C1=C(C(=CC=C1)C1=NC(=C(C=C1)CNC[C@@H]1NC(CC1)=O)OC)Cl)C1=CC(=C(CN2[C@@H](CCC2)C(=O)OC(C)C)C=C1)OC